4-(4-Chlorophenyl)-6-methyl-1-tosyl-1,6-dihydro-7H-pyrrolo[2,3-c]pyridin-7-one ClC1=CC=C(C=C1)C=1C2=C(C(N(C1)C)=O)N(C=C2)S(=O)(=O)C2=CC=C(C)C=C2